C(C1=CC=CC=C1)SC1=CC=C(N=N1)NC(=O)[C@H]1NCCOC1 (S)-N-(6-(benzylthio)pyridazin-3-yl)morpholine-3-carboxamide